ethyl (E)-4-chloro-6-(2-cyanovinyl)-7-(2,3-dichlorophenyl)-8-fluoro-2-methylquinoline-3-carboxylate ClC1=C(C(=NC2=C(C(=C(C=C12)\C=C\C#N)C1=C(C(=CC=C1)Cl)Cl)F)C)C(=O)OCC